6-(4-(trifluoromethyl)piperidin-1-yl)quinoline-4-carboxylic acid FC(C1CCN(CC1)C=1C=C2C(=CC=NC2=CC1)C(=O)O)(F)F